CNC(=O)C=1NC2=CC=CC(=C2C1)C1=CCC(CC1)C(=O)O 4-(2-(methylcarbamoyl)-1H-indol-4-yl)cyclohex-3-ene-1-carboxylic acid